tert-butyl (R)-3-azidopiperidine-1-carboxylate N(=[N+]=[N-])[C@H]1CN(CCC1)C(=O)OC(C)(C)C